C1(CC1)C1=NNC(=N1)C1CC2(CN(C2)C(=O)N2CC3(C2)C[C@H](CC3)CC3=CC(=CC=C3)S(=O)(=O)C(F)(F)F)C1 [6-(3-cyclopropyl-1H-1,2,4-triazol-5-yl)-2-azaspiro[3.3]heptan-2-yl]-[(6R)-6-(3-triflylbenzyl)-2-azaspiro[3.4]octan-2-yl]methanone